NC=1C(=NC(=CC1)C1=CC=C(C=C1)F)NC(C1=CN=C(C=C1)N1CCOCC1)=O N-(3-amino-6-(4-fluorophenyl)pyridin-2-yl)-6-morpholinonicotinamide